aniline N-oxide [NH2](C1=CC=CC=C1)=O